[Si](C)(C)(C(C)(C)C)OC1(COCC1)C1=NC=CC(=C1)N [3-[tert-butyl(dimethyl)silyl]oxytetrahydrofuran-3-yl]pyridin-4-amine